1-[2-(pentylsulfanyl)ethyl]piperidine-3-carboxylic acid C(CCCC)SCCN1CC(CCC1)C(=O)O